methyl 6-(2,2-difluoroethoxy)-2-methylindolizine-3-carboxylate FC(COC1=CN2C(=C(C=C2C=C1)C)C(=O)OC)F